Tetramethyldisilyl-(3-neopentyl-cyclopentadienyl)(1,5,6,7-tetrahydro-s-indacenyl)zirconium dichloride [Cl-].[Cl-].C[Zr](C1C=CC2=CC=3CCCC3C=C12)(C1C=C(C=C1)CC(C)(C)C)([SiH3])([SiH3])(C)(C)C